NC1=NN2C(N=CC=C2)=C1C(NC(C)C=1N(C(C2=C(C=CC=C2C1)C#CC=1C=NN(C1)C)=O)C1=CC=CC=C1)=S 2-amino-N-(1-(8-((1-methyl-1H-pyrazol-4-yl)ethynyl)-1-oxo-2-phenyl-1,2-dihydroisoquinolin-3-yl)ethyl)pyrazolo[1,5-a]pyrimidine-3-carbothioamide